Pentamethylcyclopentadienyl-dimethyl-(1-sec-butyl-5,6,7,8-tetrahydro-1H-cyclopenta[b]naphthalene) hafnium [Hf].CC1=C(C(=C(C1(CC1(C(=CC=2C1=CC=1CCCCC1C2)C)C(C)CC)C)C)C)C